N-(4-hydroxy-3-(2-hydroxynaphthalen-1-yl)phenyl)benzenesulfonamide OC1=C(C=C(C=C1)NS(=O)(=O)C1=CC=CC=C1)C1=C(C=CC2=CC=CC=C12)O